C(C)(=O)C1=C(C2=C(N=C(N=C2)NC2=CC=C(C=N2)N2CCN(CC2)CC(=O)NCCCCC(=O)NC2=C(C(=O)NC3=NC=C(C=C3)C)C=CC=C2)N(C1=O)C1CCCC1)C 2-(5-(2-(4-(6-((6-Acetyl-8-cyclopentyl-5-methyl-7-oxo-7,8-dihydropyrido[2,3-d]pyrimidin-2-yl)amino)pyridin-3-yl)piperazin-1-yl)acetamido)pentanamido)-N-(5-methylpyridin-2-yl)benzamide